FC1=CC=C2C(=C(C(=NC2=C1)N1[C@H](C2(CN(C2)C(C=C)=O)CC1)C)C)C1=C2C=NNC2=CC=C1C 1-((5S)-6-(7-fluoro-3-methyl-4-(5-methyl-1H-indazol-4-yl)-2-quinolinyl)-5-methyl-2,6-diazaspiro[3.4]octan-2-yl)-2-propen-1-one